O=C1CC(CC1)=O 1,3-dioxocyclopentane